ethyl (1R*,2R*)-2-((S)-7-chloro-8-methoxy-2-(2-methoxyacetyl)-1-methyl-2,3-dihydro-1H-pyrrolo[3,4-c]quinolin-6-yl)cyclopropane-1-carboxylate ClC=1C(=CC=2C3=C(C=NC2C1[C@H]1[C@@H](C1)C(=O)OCC)CN([C@H]3C)C(COC)=O)OC |o1:11,12|